2-(2,6-dichloro-4-(6-(difluoromethyl)-3,5-dioxo-4,5-dihydro-1,2,4-triazin-2(3H)-yl)phenoxy)-5-hydroxypyridine ClC1=C(OC2=NC=C(C=C2)O)C(=CC(=C1)N1N=C(C(NC1=O)=O)C(F)F)Cl